1-(1-(4-(2,6-dioxopiperidin-3-yl)-3,5-difluorophenyl)azetidin-3-yl)-3-(6-(1-methylcyclopropyl)pyridin-3-yl)urea O=C1NC(CCC1C1=C(C=C(C=C1F)N1CC(C1)NC(=O)NC=1C=NC(=CC1)C1(CC1)C)F)=O